lithium chloride sodium chloride potassium chloride [Cl-].[K+].[Cl-].[Na+].[Cl-].[Li+]